N-(5-(6-ethoxypyrazin-2-yl)pyridin-2-yl)-4-(2-(ethylsulfonamido)pyrimidin-4-yl)-1-(2-methoxyacetyl)piperidine-4-carboxamide C(C)OC1=CN=CC(=N1)C=1C=CC(=NC1)NC(=O)C1(CCN(CC1)C(COC)=O)C1=NC(=NC=C1)NS(=O)(=O)CC